3,4-dihydroquinoxaline-1(2H)-carboxylic acid N1(CCNC2=CC=CC=C12)C(=O)O